(S)-N5-(3-Cyano-4-fluorophenyl)-6-methyl-N3-((R)-1,1,1-trifluoropropan-2-yl)-6,7-dihydropyrazolo[1,5-a]pyrazine-3,5(4H)-dicarboxamide C(#N)C=1C=C(C=CC1F)NC(=O)N1CC=2N(C[C@@H]1C)N=CC2C(=O)N[C@@H](C(F)(F)F)C